(but-3-yn-1-yl)-N-phenyl-[1,2,4]triazolo[4,3-a]quinazolin-5-amine C(CC#C)C1=NN=C2N1C1=CC=CC=C1C(=N2)NC2=CC=CC=C2